N-(3-aminopropyl)-2-aminoethanesulfonic acid, ammonium salt [NH4+].NCCCNCCS(=O)(=O)[O-]